N-(4-hydroxy-3-(methylsulfonylamino)phenyl)-2-(3-(methylsulfonyl)propoxy)-4'-(trifluoromethyl)-[1,1'-biphenyl]-4-carboxamide OC1=C(C=C(C=C1)NC(=O)C1=CC(=C(C=C1)C1=CC=C(C=C1)C(F)(F)F)OCCCS(=O)(=O)C)NS(=O)(=O)C